NC1=C(C=C(C=C1)C1=CC(=C(C=C1)NC(CCCCCBr)=O)C)C N-(4'-amino-3,3'-dimethyl-[1,1'-biphenyl]-4-yl)-6-bromohexanamide